FC(C1=NC(=NO1)C=1C=CC=2N(C1)C=C(N2)CN)(F)F (6-(5-(trifluoromethyl)-1,2,4-oxadiazol-3-yl)imidazo[1,2-a]pyridin-2-yl)methanamine